2-(1-(2-chloro-5-methylpyrimidin-4-yl)-3-(1,1-difluoro-5-azaspiro[2.5]oct-5-yl)azetidin-3-yl)acetonitrile ClC1=NC=C(C(=N1)N1CC(C1)(N1CC2(CC2(F)F)CCC1)CC#N)C